2-ethyl-oxetane C(C)C1OCC1